Cl.Cl.N[C@H]1CN(C[C@@H](C1)F)C(=O)OC methyl (3R,5R)-3-amino-5-fluoropiperidine-1-carboxylate dihydrochloride